NC1=CC=C(C=C1)NC1=NC=CC(=N1)NC1=CC(=C(C(=C1)OC)OC)OC N2-(4-aminophenyl)-N4-(3,4,5-trimethoxyphenyl)pyrimidin-2,4-diamine